Cl.C1=C(C=CC2=NC3=CC=CC=C3C=C12)OC\C(\CN)=C\F (E)-2-(acridin-2-yloxymethyl)-3-fluoro-prop-2-en-1-ylamine hydrochloride